C(C)(C)[C@@H]1CC[C@@H]([C@H]2CCC(C=C12)=C)C (1S,4S,4aR)-1-isopropyl-4-methyl-7-methylene-1,2,3,4,4a,5,6,7-octahydronaphthalene